N-(4-fluoro-3-(trifluoromethyl)phenyl)-3-(5-(4-hydroxy-4-methylcyclohexyl)-2-methoxybenzamido)-6-(trifluoromethyl)benzo[b]thiophene-2-carboxamide FC1=C(C=C(C=C1)NC(=O)C1=C(C2=C(S1)C=C(C=C2)C(F)(F)F)NC(C2=C(C=CC(=C2)C2CCC(CC2)(C)O)OC)=O)C(F)(F)F